N-(nonylphenyl)urea C(CCCCCCCC)C1=C(C=CC=C1)NC(=O)N